P([O-])([O-])=O.[Ca+2] Calcium phosphonat